3-(3-ethyl-4-((4-fluorobenzyl)amino)-1-methyl-1H-pyrazolo[3,4-d]pyrimidin-6-yl)benzoate C(C)C1=NN(C2=NC(=NC(=C21)NCC2=CC=C(C=C2)F)C=2C=C(C(=O)[O-])C=CC2)C